[Cl-].[Cl-].CC=1C(=C(C(=C2C(=C(C(C12)[Zr+2][Si](C)(C)C1C=CC=C1)C)C)C1=CC=C(C=C1)C(C)(C)C)C)C tetramethylcyclopentadienyl-dimethylsilyl-2-methyl-4-(4-tert-butylphenyl)indenyl-zirconium dichloride